COC(C(CNC[C@@H]1CN(CCN1)C(=O)O)(C)C)=O (R)-3-(((3-methoxy-2,2-dimethyl-3-oxopropyl)amino)methyl)piperazine-1-carboxylic acid